COC(=O)C1=C(NC(=C1)C1=C2C(=NC=C1)N(C=C2)S(=O)(=O)C2=CC=CC=C2)C2=CC(=C(C=C2)C#N)F 2-(4-cyano-3-fluorophenyl)-5-[1-(benzenesulfonyl)-1H-pyrrolo[2,3-b]pyridin-4-yl]-1H-pyrrole-3-carboxylic acid methyl ester